(2S,3S)-ethyl 3-((6-(5-bromofuran-2-yl)-2-chloropyrimidin-4-yl)amino)bicyclo[2.2.2]octane-2-carboxylate BrC1=CC=C(O1)C1=CC(=NC(=N1)Cl)N[C@@H]1[C@H](C2CCC1CC2)C(=O)OCC